C(CCC)C1=NN(C(=C1O)C(C)C)C(C)CC 3-n-butyl-1-sec-butyl-4-hydroxy-5-isopropyl-pyrazole